(S)-4-methoxy-2-((1-(5-(4-methoxyphenyl)-1,2,4-oxadiazol-3-yl)-3-methylbutyl)carbamoyl)pyridin-3-yl isobutyrate C(C(C)C)(=O)OC=1C(=NC=CC1OC)C(N[C@@H](CC(C)C)C1=NOC(=N1)C1=CC=C(C=C1)OC)=O